Nonan-8-one CCCCCCCC(C)=O